tert-butyl (2R,4Z)-2-[2,3-dichloro-6-(methoxymethoxy)phenyl]-4-(2-ethoxy-2-oxoethylidene)pyrrolidine-1-carboxylate ClC1=C(C(=CC=C1Cl)OCOC)[C@@H]1N(C\C(\C1)=C/C(=O)OCC)C(=O)OC(C)(C)C